4-{2-(2,4-difluorophenoxy)-5-{[dimethyl(oxo)-λ6-sulfanylidene]amino}phenyl}-6-methyl-1,6-dihydro-7H-pyrrolo[2,3-c]pyridin-7-one FC1=C(OC2=C(C=C(C=C2)N=S(=O)(C)C)C=2C3=C(C(N(C2)C)=O)NC=C3)C=CC(=C1)F